(S)-3-((1R,3R)-1-(5-(2-((3-fluoropropyl)amino)ethoxy)-2-methoxyphenyl)-3-methyl-1,3,4,9-tetrahydro-2H-pyrido[3,4-b]indol-2-yl)-2-methylpropanoic acid FCCCNCCOC=1C=CC(=C(C1)[C@H]1N([C@@H](CC2=C1NC1=CC=CC=C21)C)C[C@@H](C(=O)O)C)OC